C(CCCCCCC)(=O)[O-].[K+] potassium octanate